C1(CC1)N1C(C2=C(C=3N=CC=CC3N2C[C@@H]1CO)C1=CC(=C(C=C1)F)F)=O (12R)-11-cyclopropyl-8-(3,4-difluorophenyl)-12-(hydroxymethyl)-1,6,11-triazatricyclo[7.4.0.02,7]trideca-2(7),3,5,8-tetraen-10-one